((2-(3'-(7-cyano-5-((3,3-dimethylazetidin-1-yl)methyl)benzo[d]oxazol-2-yl)-2,2'-dimethyl-[1,1'-biphenyl]-3-yl)-6-(difluoromethoxy)benzo[d]oxazol-5-yl)methyl)-D-proline C(#N)C1=CC(=CC=2N=C(OC21)C=2C(=C(C=CC2)C2=C(C(=CC=C2)C=2OC1=C(N2)C=C(C(=C1)OC(F)F)CN1[C@H](CCC1)C(=O)O)C)C)CN1CC(C1)(C)C